3,4'-Dibromo-1,1'-biphenyl BrC=1C=C(C=CC1)C1=CC=C(C=C1)Br